4-(7-fluoro-1-((6-(trifluoromethyl)pyridazin-3-yl)methyl)-benzoimidazol-2-yl)-1,2,5-oxadiazol-3-amine FC1=CC=CC2=C1N(C(=N2)C=2C(=NON2)N)CC=2N=NC(=CC2)C(F)(F)F